C(C=C)(=O)N1CC2=CC=CC(=C2CC1)C1=NC=C(C=2NC=3CCCCC3C21)C(=O)N 1-(2-acryloyl-1,2,3,4-tetrahydroisoquinolin-5-yl)-6,7,8,9-tetrahydro-5H-pyrido[4,3-b]indole-4-carboxamide